C[C@@H](C(=O)N[C@@H](C)C(=O)N1CCC[C@H]1C(=O)N[C@@H](C(C)C)C(=O)CCl)NC(=O)CCC(=O)OC The molecule is a tripeptide derived from methoxysuccinyl-Ala-Ala-Pro-Val by conversion of the terminal carboxy group to the corresponding chloromethyl ketone. It has a role as an EC 3.4.21.37 (leukocyte elastase) inhibitor. It is an alpha-chloroketone, a tripeptide and a methyl ester. It derives from a succinic acid.